O1C=C(C=C1)C=1C=C(C=CC1)C1N(OCC1)C1=CC(=NC=N1)NC=1C(=CC(=C(C1)NC(C=C)=O)N1CCN(CC1)C)OC N-(5-((6-(3-(3-(furan-3-yl)phenyl)isoxazolidin-2-yl)pyrimidin-4-yl)amino)-4-methoxy-2-(4-methylpiperazin-1-yl)phenyl)acrylamide